C1(CCCCC1)[C@@H]1[C@@H](C2=CC=C(C=C2C(C1)(F)F)O)C1=CC=C(C=C1)N1CCC(CC1)CN1CCN(CC1)C=1C=C2CN(C(C2=CC1)=O)[C@@H]1C(NC(CC1)=O)=O (S)-3-(5-(4-((1-(4-((1R,2R)-2-cyclohexyl-4,4-difluoro-6-hydroxy-1,2,3,4-tetrahydronaphthalen-1-yl)phenyl)piperidin-4-yl)methyl)piperazin-1-yl)-1-oxoisoindolin-2-yl)piperidine-2,6-dione